2-(1-(t-butoxycarbonyl)-1,2,3,6-tetrahydropyridin-4-yl)pyrimidin-5-carboxylic acid C(C)(C)(C)OC(=O)N1CCC(=CC1)C1=NC=C(C=N1)C(=O)O